CC1=NOC(=C1NC(=O)O[C@H](C)C1=CC=CC=C1)C1=CC=C(C(=O)O)C=C1 4-[3-methyl-4-((R)-1-phenylethoxycarbonylamino)isoxazol-5-yl]benzoic acid